(4-cyclopropyl-6-(difluoromethoxy)pyrimidin-5-yl)-4-(4-(1-methyl-4-(trifluoromethyl)-1H-imidazol-2-yl)benzyl)pyrrole C1(CC1)C1=NC=NC(=C1C=1NC=C(C1)CC1=CC=C(C=C1)C=1N(C=C(N1)C(F)(F)F)C)OC(F)F